CC1=CC(=NC2=CC=C(C=C12)NC(=S)NCCN1CCN(CC1)C)N1CCCCC1 1-(4-methyl-2-(piperidin-1-yl)quinolin-6-yl)-3-(2-(4-methylpiperazin-1-yl)ethyl)thiourea